1-(5-tert-butyl-1,3,4-thiadiazol-2-yl)-1,3-dimethylurea C(C)(C)(C)C1=NN=C(S1)N(C(=O)NC)C